O1CC(CC1)C1(CC1)O tetrahydrofuran-3-ylcyclopropanol